C(C1=CC=CC=C1)OC1=C(C=C(C(=O)[O-])C=C1Br)Br 4-(benzyloxy)-3,5-dibromobenzoate